4-chloro-5-methoxyisoindoline hydrochloride Cl.ClC1=C2CNCC2=CC=C1OC